FC1=CC=C(C=C1)S(=O)(=O)C1(CCN(CC1)C(=O)OC(C)(C)C)C(=O)OCC 1-Tert-Butyl 4-Ethyl 4-(4-Fluorophenylsulfonyl)Piperidine-1,4-dicarboxylate